CN([C@H]1C[C@H](N(CC1)C(=O)N1CC2(CCCC2)[C@@H](CC1)CN1C(C=C(C=C1)C1=CC=CC=C1)=O)C1=CC=CC=C1)C 1-(((R)-7-((2S,4R)-4-(Dimethylamino)-2-phenylpiperidine-1-carbonyl)-7-azaspiro[4.5]decan-10-yl)methyl)-4-phenylpyridin-2(1H)-one